3-fluoro-5-formylbenzonitrile FC=1C=C(C#N)C=C(C1)C=O